COC1=C(C=CC(=C1)S(=O)(=O)C1CNCCO1)NC=1N=C(C2=C(N1)NC=C2C(F)(F)F)N[C@H]2COCC2 (R)-N2-(2-methoxy-4-(morpholino-sulfonyl)phenyl)-N4-(tetrahydrofuran-3-yl)-5-(trifluoromethyl)-7H-pyrrolo[2,3-d]pyrimidine-2,4-diamine